5-(4-fluoro-1-isopropyl-2-methyl-1H-benzo[d]imidazol-6-yl)-N-((1-(trifluoromethyl)cyclopropyl)methyl)pyrrolo[2,1-f][1,2,4]triazin-2-amine FC1=CC(=CC=2N(C(=NC21)C)C(C)C)C=2C=CN1N=C(N=CC12)NCC1(CC1)C(F)(F)F